NC1=CC=C(C=N1)C=1C=C2C(=NC=NC2=CC1)NC(C)C1=CC=CC=C1 6-(6-aminopyridin-3-yl)-N-(1-phenyl-ethyl)quinazolin-4-amine